4-[[5-chloro-2-(4-chloro-7H-cyclopenta[d]pyridazin-1-yl)phenoxy]methyl]-1-methyl-piperidin-2-one ClC=1C=CC(=C(OCC2CC(N(CC2)C)=O)C1)C1=NN=C(C2=C1CC=C2)Cl